tert-Butyl (2-fluoro-4-{[4-(2-methoxypyrimidin-5-yl)-1,3-thiazol-2-yl]oxy}phenyl)carbamate FC1=C(C=CC(=C1)OC=1SC=C(N1)C=1C=NC(=NC1)OC)NC(OC(C)(C)C)=O